OC1=C(C(=O)N(CCC)C2=CC=C3C=CN(C3=C2)C)C=C(C(=C1)O)C(C)C 2,4-dihydroxy-5-isopropyl-N-(1-methyl-1H-indol-6-yl)-N-propylbenzamide